tolylbenzyl-dimethyl-ammonium chloride [Cl-].C1(=C(C=CC=C1)[N+](C)(C)CC1=CC=CC=C1)C